C(O)(=O)OC(C)(C)C tertiary butanol carbonate